21-oxo-2,5,8,11,14,17-hexaoxa-20-azapentacosan-25-oate O=C(NCCOCCOCCOCCOCCOCCOC)CCCC(=O)[O-]